COC1=CC=C(C=C1)C#CC#CC1=CC=C(C=C1)OC 1,4-bis(4-methoxyphenyl)but-1,3-diyne